1-((4-nitrophenyl)sulfonyl)azepane [N+](=O)([O-])C1=CC=C(C=C1)S(=O)(=O)N1CCCCCC1